CC1=CC=C(C=C1)C1OCCCC1 (4-methylphenyl)oxan